5-chlorosalicylalcohol ClC1=CC=C(C(CO)=C1)O